ClC=1C=CC(=C(C1)C1=NN(C=C1NC=1C=NN2C1N=CC=C2)CC(=O)N2CCC(CC2)C(=O)O)OC(F)F 1-(2-[3-[5-chloro-2-(difluoromethoxy)phenyl]-4-[pyrazolo[1,5-a]pyrimidin-3-ylamino]-1H-pyrazol-1-yl]acetyl)piperidine-4-carboxylic acid